CC1(CC(CC(C1)(C(=O)NCCCCCCN(CCCCCCC(=O)OCCC(CCC)C)CCCCCCC(=O)OCCC(CCC)C)C)(C(=O)NCCCCCCN(CCCCCCC(=O)OCCC(CCC)C)CCCCCCC(=O)OCCC(CCC)C)C)C(=O)NCCCCCCN(CCCCCCC(=O)OCCC(CCC)C)CCCCCCC(=O)OCCC(CCC)C Hexakis(3-methylhexyl) cis,cis-7,7',7'',7''',7'''',7'''''-((((1,3,5-trimethylcyclohexane-1,3,5-tricarbonyl)tris(azanediyl))tris(hexane-6,1-diyl))tris(azanetriyl))hexaheptanoate